(7R)-7-ethyl-3,3-dimethyltetrahydropyrrolo[1,2-c]oxazol-5(1H)-one C(C)[C@@H]1CC(N2C(OCC21)(C)C)=O